2-(3,5-Dichloro-4-((3-methyl-2-oxo-2,3-dihydro-1H-benzo[d]imidazol-5-yl)oxy)phenyl)-3,5-dioxo-2,3,4,5-tetrahydro-1,2,4-triazine-6-carbonitrile ClC=1C=C(C=C(C1OC1=CC2=C(NC(N2C)=O)C=C1)Cl)N1N=C(C(NC1=O)=O)C#N